CN1CCC(CC1)(C(=O)N(CC(NC=1C=C2C(=NC1)NC(C21CC2=CC=CC=C2C1)=O)=O)CC1=C(C=CC=C1)CN(C(OC(C)(C)C)=O)C)C tert-Butyl N-[[2-[[(1,4-dimethylpiperidine-4-carbonyl)-[2-oxo-2-[(2-oxospiro[1H-pyrrolo[2,3-b]pyridine-3,2'-indane]-5-yl)amino]ethyl]amino]methyl]phenyl]methyl]-N-methyl-carbamate